2-(2-fluoro-6-methoxyphenyl)-6-((4-((S)-3-hydroxypiperidin-1-yl)-5-(1-(tetrahydro-2H-pyran-4-yl)-1H-pyrazol-4-yl)pyridin-2-yl)amino)nicotinonitrile FC1=C(C(=CC=C1)OC)C1=C(C#N)C=CC(=N1)NC1=NC=C(C(=C1)N1C[C@H](CCC1)O)C=1C=NN(C1)C1CCOCC1